CC=1NC(=C([C@@H](C1C(=O)O[C@@]1(CN(CC1)CCC(C1=CC=CC=C1)C1=CC=CC=C1)C)C1=CC(=CC=C1)[N+](=O)[O-])C(=O)OC)C 3-((S)-1-(3,3-diphenylpropyl)-3-methylpyrrolidin-3-yl) 5-methyl (S)-2,6-dimethyl-4-(3-nitrophenyl)-1,4-dihydropyridine-3,5-dicarboxylate